methyl-N-[(1-methyl-1H-imidazol-2-yl)methyl]-4-[(1-methylcyclopropyl)amino]furo[2,3-d]pyrimidine-5-carboxamide CC=1N=C(C2=C(N1)OC=C2C(=O)NCC=2N(C=CN2)C)NC2(CC2)C